tert-butyl (S)-(1-cyano-2-(3-fluoro-4'-(methylcarbamoyl)-[1,1'-biphenyl]-4-yl)ethyl)carbamate C(#N)[C@H](CC1=C(C=C(C=C1)C1=CC=C(C=C1)C(NC)=O)F)NC(OC(C)(C)C)=O